cis-Methyl 4-methoxycyclohexane-1-carboxylate CO[C@H]1CC[C@H](CC1)C(=O)OC